C(#N)C1CC=C(CC1)C=1C=C2C(=CC=NC2=CC1)C(=O)O.C1(=CC=CC=C1)C=1NC=CC1 phenylpyrrole 6-(4-cyanocyclohex-1-en-1-yl)quinoline-4-carboxylate